ClC1=C(C=CC=C1Cl)CC(C1=NC=NO1)NC(OC(C)(C)C)=O tert-butyl (2-(2,3-dichlorophenyl)-1-(1,2,4-oxadiazol-5-yl)ethyl)carbamate